4-(5-methoxy-4-((3-methoxy-4-nitrophenyl)amino)pyrimidin-2-yl)piperazine-1-carboxylic acid tert-butyl ester C(C)(C)(C)OC(=O)N1CCN(CC1)C1=NC=C(C(=N1)NC1=CC(=C(C=C1)[N+](=O)[O-])OC)OC